C(C)(C)(C)OC(=O)N[C@@H](C(=O)N1[C@@H]([C@H]([C@@H](C1)N1N=NC=C1C(C)(C)O)OC)C(=O)OCC1=CC=CC=C1)CC1CCCCC1 benzyl (2S,3R,4R)-1-((R)-2-((tert-butoxycarbonyl)amino)-3-cyclohexylpropanoyl)-4-(5-(2-hydroxypropan-2-yl)-1H-1,2,3-triazol-1-yl)-3-methoxypyrrolidine-2-carboxylate